ruthenium fluoride [Ru](F)(F)F